C(C)C=1C=C(C2=C(OCCO2)C1)N1CCN(CC1)C 7-Ethyl-5-(4-methylpiperazin-1-yl)-2,3-dihydro-1,4-benzodioxine